7-chloro-1,3-dihydro-5-phenyl-2H-1,4-benzodiazepine-2-one ClC=1C=CC2=C(C(=NCC(N2)=O)C2=CC=CC=C2)C1